C1(=CC=CC=C1)C1CCC(CC1)C#N 4-phenylcyclohexane-1-carbonitrile